BrC1=CC2=C(C=N1)[C@@H]1CC[C@H](C2)N1C(=O)NC1=CC(=C(C=C1)Cl)Cl (6R,9S)-3-bromo-N-(3,4-dichlorophenyl)-6,7,8,9-tetrahydro-5H-6,9-epiminocyclohepta-[c]pyridine-10-carboxamide